5-{2-[5-chloro-2-(5-methoxyquinoline-8-sulfonamido)phenyl]ethynyl}-4-methoxypyridine-2-carboxylic acid ClC=1C=CC(=C(C1)C#CC=1C(=CC(=NC1)C(=O)O)OC)NS(=O)(=O)C=1C=CC(=C2C=CC=NC12)OC